calcium-silicate salt [Si]([O-])([O-])([O-])[O-].[Ca+2].[Ca+2]